1-(6-(3-chloro-4-(5-hydroxy-2-methylphenyl)-7,7-dimethyl-7,8-dihydro-5H-pyrano[4,3-b]pyridin-2-yl)-2,6-diazaspiro[3.4]octan-2-yl)-2-propen-1-one ClC=1C(=C2C(=NC1N1CC3(CN(C3)C(C=C)=O)CC1)CC(OC2)(C)C)C2=C(C=CC(=C2)O)C